NC1=NC=CC2=C(C=CC=C12)C1=CC2=C(N(N=C2C=C1)[C@@H]1CN(CC1)CCO)COC1=C(C=CC=C1)CC(=O)OCC (S)-ethyl 2-(2-((5-(1-aminoisoquinolin-5-yl)-2-(1-(2-hydroxyethyl)pyrrolidin-3-yl)-2H-indazol-3-yl)methoxy)phenyl)acetate